C(#N)C1=NN(C=C1)C(=O)N(C)C 3-cyano-N,N-dimethyl-1H-pyrazole-1-carboxamide